C(C)(CC)N1N=CC=2N=C(N=C(C21)N[C@@H](C=2C=NC1=CC=CC=C1C2)C2CC2)N2CCNCC2 (1-sec-butyl-5-piperazin-1-yl-1H-pyrazolo[4,3-d]pyrimidin-7-yl)-((R)-cyclopropyl-quinolin-3-ylmethyl)-amine